1-[2-benzyloxy-4-(2-benzyloxy-2-oxo-ethyl)-5-fluoro-phenyl]Cyclopropanecarboxylic acid methyl ester COC(=O)C1(CC1)C1=C(C=C(C(=C1)F)CC(=O)OCC1=CC=CC=C1)OCC1=CC=CC=C1